C1(=CC=CC=C1)C(C(=O)C1=CC=CC=C1)=NN benzil hydrazone